3-cyclopropyl-2H-pyrazol C1(CC1)C=1NN=CC1